COC(C=CC=CC(=O)O)=O 6-methoxy-6-oxo-hexa-2,4-dienoic acid